(R)-4-(2,4-dichlorophenyl)-5-(3-((1-(3-fluoropropyl)pyrrolidin-3-yl)oxy)phenyl)-2,3-dihydrobenzo[b]oxepine-8-carboxylic acid hydrochloride Cl.ClC1=C(C=CC(=C1)Cl)C1=C(C2=C(OCC1)C=C(C=C2)C(=O)O)C2=CC(=CC=C2)O[C@H]2CN(CC2)CCCF